[Si](C)(C)(C(C)(C)C)OCCC1=C(C=C(C=C1)Cl)C1(CCN(CC1)C(=O)OC(C)(C)C)O tert-butyl 4-[2-[2-[tert-butyl(dimethyl)silyl]oxyethyl]-5-chloro-phenyl]-4-hydroxy-piperidine-1-carboxylate